2-((3-methyl-2-oxo-1-(5-((4-oxo-3,4-dihydrophthalazin-1-yl)methyl)pyridin-3-yl)indolin-3-yl)amino)acetamide CC1(C(N(C2=CC=CC=C12)C=1C=NC=C(C1)CC1=NNC(C2=CC=CC=C12)=O)=O)NCC(=O)N